N1(CCNCC1)C1=C(C(C(=O)O)=CC=C1)C(=O)N Piperazinyl-Phthalamic Acid